tert-butyl isopropenyl peroxide C(=C)(C)OOC(C)(C)C